5-methyl-4-[2-(6-methyl-3,3a,4,5,7,7a-hexahydro-2H-pyrrolo[2,3-c]pyridin-1-yl)oxazolo[4,5-b]pyridin-5-yl]benzonitrile CC=1C(=CC=C(C#N)C1)C1=CC=C2C(=N1)N=C(O2)N2CCC1C2CN(CC1)C